NCCCCNC(C(CCCNC(OCC1=CC=CC=C1)=O)NC(OC(C)(C)C)=O)=O benzyl tert-butyl (5-((4-aminobutyl)amino)-5-oxopentane-1,4-diyl)dicarbamate